CCOC(=O)C1=CC(=C(C=C1)O)O The molecule is an ethyl ester resulting from the formal condensation of the carboxy group of 3,4-dihydroxybenzoic acid with ethanol. It is the anti-oxidative component of peanut seed testa. It has a role as an EC 1.14.11.2 (procollagen-proline dioxygenase) inhibitor, an antibacterial agent, an antioxidant, an apoptosis inducer and a plant metabolite. It is an ethyl ester and a member of catechols. It derives from a 3,4-dihydroxybenzoic acid.